C(C)OC(C(F)(F)F)(C(F)(F)F)[C@]1(CN(CC1)CC=1C=NC(=CC1)C)CCC1=CC=C(C#N)C=C1 |o1:12| (R or S)-4-(2-(3-(2-ethoxy-1,1,1,3,3,3-hexafluoropropan-2-yl)-1-((6-methylpyridin-3-yl)methyl)-pyrrolidin-3-yl)ethyl)-benzonitrile